2-[1-(azetidin-3-yl)-4-piperidinyl]acetic acid benzyl ester C(C1=CC=CC=C1)OC(CC1CCN(CC1)C1CNC1)=O